ClC=1C(=C(C=CC1OCC1OCCC1)NC=1C2=C(N=CN1)C=CC(=N2)O[C@@H]2CNCC2)F N-[3-chloro-2-fluoro-4-(tetrahydrofuran-2-ylmethoxy)phenyl]-6-[(3S)-pyrrolidin-3-yl]oxy-pyrido[3,2-d]pyrimidin-4-amine